(S)-2-amino-3-(4-(tert-butoxycarbonyl)-3-chlorophenyl)propanoic acid N[C@H](C(=O)O)CC1=CC(=C(C=C1)C(=O)OC(C)(C)C)Cl